1-(1,2,3,4-tetrahydro-2-isoquinolinyl)-3-methylenehept-4,6-diene C1N(CCC2=CC=CC=C12)CCC(C=CC=C)=C